ClC=1C=CC=C2CC[C@@H]([C@@H](C12)O)O (1R,2S)-8-chloro-1,2,3,4-tetrahydronaphthalen-1,2-diol